2-((Pyridin-3-ylmethyl)amino)-6,7-dihydro-5H-pyrrolo[3,4-b]pyridin-5-one N1=CC(=CC=C1)CNC1=CC=C2C(=N1)CNC2=O